(4-(9H-carbazol-9-yl)phenyl)(phenyl)methanone C1=CC=CC=2C3=CC=CC=C3N(C12)C1=CC=C(C=C1)C(=O)C1=CC=CC=C1